COC=1C=C(C=CC1OC)C=1NC2=CC=C(C=C2C1C(C)C)C=1C=C(C(=O)N)C=CC1 3-(2-(3,4-dimethoxyphenyl)-3-isopropyl-1H-indol-5-yl)benzamide